O.O.S(=O)(=O)([O-])SSS(=O)(=O)[O-].[Na+].[Na+] Sodium tetrathionate dihydrate